C(C)(=O)[O-].C(CCCCCCCCCCC)[NH+](C)C (dodecyl)dimethyl-ammonium acetate